oxalic acid borate lithium [Li+].B([O-])([O-])[O-].C(C(=O)O)(=O)O.[Li+].[Li+]